2-((S)-1-(2-fluoroacryloyl)-4-(5-(2-fluorophenyl)-8-(((S)-1-methylpyrrolidin-2-yl)methoxy)-3,4-dihydro-2H-pyrano[2,3-f]quinazolin-10-yl)piperazin-2-yl)acetonitrile FC(C(=O)N1[C@H](CN(CC1)C1=NC(=NC2=CC(=C3C(=C12)OCCC3)C3=C(C=CC=C3)F)OC[C@H]3N(CCC3)C)CC#N)=C